C(#N)C1=CC=2N(N=C1)C(=CC2)C2=CC(=C(C=N2)C2=NN=C(S2)N2CCN(CC2)C(=O)OC(C)(C)C)NCC tert-butyl 4-[5-(6-{3-cyanopyrrolo[1,2-b]pyridazin-7-yl}-4-(ethylamino)pyridin-3-yl)-1,3,4-thiadiazol-2-yl]piperazine-1-carboxylate